(2s,3s)-2-amino-6-dihydroxyboryl-3-(methylcarbamoyl)hexanoic acid N[C@H](C(=O)O)[C@H](CCCB(O)O)C(NC)=O